ClC=1C(=CC=C2C(=CNC12)C=O)F 7-CHLORO-6-FLUOROINDOLE-3-CARBOXALDEHYDE